N-((4-((((1r,4r)-4-methoxy-4-methylcyclohexyl)methyl)amino)-3-nitrophenyl)sulfonyl)benzamide COC1(CCC(CC1)CNC1=C(C=C(C=C1)S(=O)(=O)NC(C1=CC=CC=C1)=O)[N+](=O)[O-])C